methyl 2-((tert-butoxycarbonyl)amino)-7-((3',5'-difluoro-[1,1'-biphenyl]-2-yl)oxy)-1,2,3,4-tetrahydronaphthalene-2-carboxylate C(C)(C)(C)OC(=O)NC1(CC2=CC(=CC=C2CC1)OC1=C(C=CC=C1)C1=CC(=CC(=C1)F)F)C(=O)OC